OC(COC[C@H]1N(CC1)C1=C(C(N(N=C1)CC1=CC=C(C=C1)OC)=O)C(F)(F)F)C(N1CCN(CC1)C1=NC=C(C=N1)C(F)(F)F)=O 5-((2S)-2-((2-hydroxy-3-oxo-3-(4-(5-(trifluoromethyl)pyrimidin-2-yl)piperazin-1-yl)propoxy)methyl)azetidin-1-yl)-2-(4-methoxybenzyl)-4-(trifluoromethyl)pyridazin-3(2H)-one